2-(3-(5-isopropyl-1,2,4-oxadiazol-3-yl)phenyl)malonyl chloride C(C)(C)C1=NC(=NO1)C=1C=C(C=CC1)C(C(=O)Cl)C(=O)Cl